C(C)(=O)N1CC(CC1)(C)N1C=C2C(N=C(N=C2N[C@H](C)C2=C(C(=CC=C2)C(F)F)F)C)=C(C1=O)Br 6-(1-Acetyl-3-methylpyrrolidin-3-yl)-8-bromo-4-(((R)-1-(3-(difluoromethyl)-2-fluorophenyl)ethyl)amino)-2-methylpyrido[4,3-d]pyrimidin-7(6H)-one